C(C)(C)(C)OC(=O)NCC=1C=C(C=CC1)B(O)O 3-{{tert-butoxycarbonylamino}methyl}phenylboronic acid